O1C=C(C2=C1C=CC=C2)C[C@H](NC(=O)[C@@H]2[C@@H]1CC[C@H](C2)O1)B(O)O [(1R)-2-(1-benzofuran-3-yl)-1-{[(1S,2S,4R)-7-oxabicyclo[2.2.1]heptan-2-yl]formamido}ethyl]boronic acid